1-(benzylsulfonyl)-3-((bis(methyl-d3)amino)methyl)-4-(3-methoxyphenyl)piperidin-4-ylbenzoate C(C1=CC=CC=C1)S(=O)(=O)N1CC(C(CC1)(C1=CC(=CC=C1)OC)OC(C1=CC=CC=C1)=O)CN(C([2H])([2H])[2H])C([2H])([2H])[2H]